3-(2-aminoethyl)-1-(2-(methylthio)ethyl)pyridin-2(1H)-one NCCC=1C(N(C=CC1)CCSC)=O